CN(C(OC(C)(C)C)=O)C[C@@H]1CCOC2=C(C=CC=C12)C=1OC=CN1 tert-butyl (R)-methyl((8-(oxazol-2-yl)chroman-4-yl)methyl)carbamate